COC=1C=C(C=C(C1)OC)C#CN1CNC=2C(=C1N1C[C@@H](CC1)NC(C=C)=O)C=NC2 (R)-3-(3,5-dimethoxyphenylethynyl)-4-(3-acrylamidopyrrolidin-1-yl)-1H-pyrrolo[3,4-d]pyrimidine